5,10,15,20-tetrakis(2,6-dichlorophenyl)porphyrin iron (II) [Fe+2].ClC1=C(C(=CC=C1)Cl)C=1C2=CC=C(N2)C(=C2C=CC(C(=C3C=CC(=C(C=4C=CC1N4)C4=C(C=CC=C4Cl)Cl)N3)C3=C(C=CC=C3Cl)Cl)=N2)C2=C(C=CC=C2Cl)Cl